O(C=1C=C2C(OC(C2=CC1)=O)=O)C1=C2C(OC(C2=CC=C1)=O)=O 4,5'-oxybis(isobenzofuran-1,3-dione)